C(C)OC(CCC(F)F)=O 4,4-difluorobutanoic acid ethyl ester